OC(CCCCCCCC(=O)[O-])C(CCCCCCCC)O 9,10-dihydroxystearate